FC=1C=C2C=3C(=CNC3C1)CCNC2=O 8-fluoro-1,3,4,5-tetrahydro-6H-azepino[5,4,3-cd]indol-6-one